FC=1C=C(C=C(C1)F)[C@@H]1CNC2(CCCC2)C(N1CC(=O)NC=1C=C2C[C@]3(C(NC4=NC=CC=C43)=O)CC2=CC1)=O 2-[(8R)-8-(3,5-difluorophenyl)-10-oxo-6,9-diazaspiro[4.5]decan-9-yl]-N-[(2R)-2'-oxospiro[1,3-dihydroindene-2,3'-1H-pyrrolo[2,3-b]pyridine]-5-yl]acetamide